2-(dimethylamino)ethyl (1-(6-methoxy-3,4-dihydro-2H-benzo[b][1,4]oxazin-7-yl)-6-(pyrazolo[1,5-a]pyrimidin-3-yl)-1H-pyrazolo[4,3-c]pyridin-3-yl)carbamate COC1=CC2=C(OCCN2)C=C1N1N=C(C=2C=NC(=CC21)C=2C=NN1C2N=CC=C1)NC(OCCN(C)C)=O